methyl benzoate (methyl phenylglyoxylate) CC1=C(C=CC=C1)C(C(=O)O)=O.C(C1=CC=CC=C1)(=O)OC